4-hydroxy-2,3,6,6-tetramethylpiperidine OC1C(C(NC(C1)(C)C)C)C